[OH-].[NH4+].O1CCOCC1 1,4-dioxane ammonium hydroxide